3-bromo-N-[(4-methoxyphenyl)methyl]-N-methyl-1,6-naphthyridin-7-amine BrC=1C=NC2=CC(=NC=C2C1)N(C)CC1=CC=C(C=C1)OC